(Z)-5-((Z)-5-bromo-2-oxoindolin-3-ylidene)-3-phenyl-2-(phenylimino)-thiazolidin-4-one BrC=1C=C2/C(/C(NC2=CC1)=O)=C/1\C(N(/C(/S1)=N/C1=CC=CC=C1)C1=CC=CC=C1)=O